(3-{[2-(4-Bromophenyl)imidazo[1,2-a]pyridin-3-yl]methyl}-3,8-diazabicyclo[3.2.1]oct-8-yl)-(6-methoxypyridin-2-yl)methanon BrC1=CC=C(C=C1)C=1N=C2N(C=CC=C2)C1CN1CC2CCC(C1)N2C(=O)C2=NC(=CC=C2)OC